N-[(2-amino-3-fluoroquinolin-7-yl)methyl]-1-cyclohexyl-N-(1,1-dioxo-2,3-dihydro-1λ6-benzothiophen-7-yl)-1H-pyrazole-4-carboxamide NC1=NC2=CC(=CC=C2C=C1F)CN(C(=O)C=1C=NN(C1)C1CCCCC1)C1=CC=CC=2CCS(C21)(=O)=O